1-((3S,4R)-4-(3,4-difluorophenyl)-1-(2-methoxyethyl)pyrrolidin-3-yl)-3-(4-methyl-3-((5-methyl-1,3,4-Oxadiazol-2-yl)methoxy)-1-phenyl-1H-pyrazol-5-yl)urea FC=1C=C(C=CC1F)[C@H]1[C@@H](CN(C1)CCOC)NC(=O)NC1=C(C(=NN1C1=CC=CC=C1)OCC=1OC(=NN1)C)C